FC(F)(F)C1=C(C=CC=C1)OB(O)O trifluoromethyl-phenyl-boric acid